CC1=C(C(=O)O)C=CC(=C1)NCC1=CN=C2N=C(N)NC(=O)C2=N1 methyl-pteroic acid